ClC=1C=C2C(=NC1C1=CC=C(C=C1)C1=C(C=C(C=C1)CCC(C)(C)C)OCOC)N=C(N2)SCC(=O)OC(C)(C)C tert-butyl 2-((6-chloro-5-(4'-(3,3-dimethylbutyl)-2'-(methoxymethoxy)-[1,1'-biphenyl]-4-yl)-1H-imidazo[4,5-b]pyridin-2-yl)thio)acetate